C1(CCCCO1)=O 5-Valerolacton